N[C@@H]1CN(CCC1(F)F)C1=NC2=C(N1CC1=NC=C(C=N1)Cl)C=CC(=C2)C#N (R)-2-(3-Amino-4,4-difluoropiperidin-1-yl)-1-((5-chloropyrimidin-2-yl)methyl)-1H-benzo[d]imidazol-5-carbonitril